tert-butyl (S)-2-(2-(3-amino-4-(3-methylpiperidin-1-yl)benzamido)-5-fluorophenyl)acetate NC=1C=C(C(=O)NC2=C(C=C(C=C2)F)CC(=O)OC(C)(C)C)C=CC1N1C[C@H](CCC1)C